N-((4S)-1-(2-chloro-6-fluoro-3-methoxyphenyl)-1,4,5,7-tetrahydropyrano[3,4-c]pyrazol-4-yl)-5,6,7,8-tetrahydroimidazo[1,5-a]pyridine-1-carboxamide ClC1=C(C(=CC=C1OC)F)N1N=CC2=C1COC[C@H]2NC(=O)C=2N=CN1C2CCCC1